FC1=CC=C(C=C1)[C@@H]1N(CCC2=CC=CC=C12)C(NCC1(CN2CCC1CC2)O[Si](C)(C)C)=S (1S)-1-(4-fluorophenyl)-N-((3-(trimethylsilyloxy)quinuclidin-3-yl)methyl)-3,4-dihydroisoquinoline-2(1H)-carbothioamide